Pristanoyl-(pristanic acid) C(C(C)CCCC(C)CCCC(C)CCCC(C)C)(=O)C(C(=O)O)(C)CCCC(C)CCCC(C)CCCC(C)C